[Cl-].C(C)(C)C1=CC=C(C=C1)C.C(C)(C)C1=CC=C(C=C1)C.[Ru+3].[Cl-].[Cl-] ruthenium bis(p-isopropylmethylbenzene) chloride